(S,E)-7-Amino-3-(1-(4-methoxybut-2-enoyl)piperidin-3-yl)-1-(4-phenoxyphenyl)-1,5-dihydro-4H-pyrrolo[2,3-d]pyridazin-4-on NC1=NNC(C2=C1N(C=C2[C@H]2CN(CCC2)C(\C=C\COC)=O)C2=CC=C(C=C2)OC2=CC=CC=C2)=O